N1(N=CC2=CC=CC=C12)CC=1C=C(C=CC1)B(O)O [3-(1H-INDAZOL-1-YLMETHYL)PHENYL]BORANEDIOL